FC1=C(CNC2=NOC3=C2CCCCC3)C=CC(=C1)C1=C3C(=NC=C1)NC(=N3)C=3C=NN(C3)C N-(2-fluoro-4-(2-(1-methyl-1H-pyrazol-4-yl)-3H-imidazo[4,5-b]pyridin-7-yl)benzyl)-5,6,7,8-tetrahydro-4H-cyclohepta[d]isoxazol-3-amine